1-[4-[1-[6-(5-cyclopropyl-4H-1,2,4-triazol-3-yl)-2-azaspiro[3.3]heptane-2-carbonyl]azetidin-3-yl]phenyl]cyclopropanecarbonitrile C1(CC1)C=1NC(=NN1)C1CC2(CN(C2)C(=O)N2CC(C2)C2=CC=C(C=C2)C2(CC2)C#N)C1